7-methoxy-2-methylpyrido[2,3-d]pyrimidin-4-amine COC=1C=CC2=C(N=C(N=C2N)C)N1